C(C)C1=CSC(=C1)C1=NC=NC(=C1)NCCN1C(=CC2=C(C=C(C=C12)F)C)C 3-Ethyl-5-{6-[2-(6-fluoro-2,4-dimethyl-indol-1-yl)-ethylamino]-pyrimidin-4-yl}-thiophen